sodium mercaptonicotinic acid SC1=C(C(=O)O)C=CC=N1.[Na]